distearylphosphoric acid C(CCCCCCCCCCCCCCCCC)OP(OCCCCCCCCCCCCCCCCCC)(O)=O